C(C)OP(=O)(OCC)C(C(=O)OC(C)(C)C)CC1=NC(=NO1)C(C(C(C(C(C(C(C([2H])([2H])[2H])([2H])[2H])([2H])[2H])([2H])[2H])([2H])[2H])([2H])[2H])([2H])[2H])([2H])[2H] tert-butyl 2-(diethoxyphosphoryl)-3-(3-(octyl-d17)-1,2,4-oxadiazol-5-yl)propanoate